C(#N)C1=CC=CC(=N1)C(=O)NC1=CC2=CN(N=C2C=C1)C1CCC(CC1)CO 6-Cyano-N-[2-[4-(hydroxymethyl)cyclohexyl]indazol-5-yl]pyridine-2-carboxamide